(S)-2-(4-(2-acetyl-5-chlorophenyl)-3-methoxy-6-oxopyridazin-1(6H)-yl)-N-(1-oxo-1,2-dihydroisoquinolin-6-yl)-3-phenylpropionamide C(C)(=O)C1=C(C=C(C=C1)Cl)C=1C(=NN(C(C1)=O)[C@H](C(=O)NC=1C=C2C=CNC(C2=CC1)=O)CC1=CC=CC=C1)OC